5-aminofuran NC1=CC=CO1